N-((1-(cyclopropylamino)4-methylcyclohexyl)methyl)-4-((2-fluorophenyl)ethynyl)benzamide C1(CC1)NC1(CCC(CC1)C)CNC(C1=CC=C(C=C1)C#CC1=C(C=CC=C1)F)=O